[C@H]12OCC(N(C1)C1=NC=3N(C=C1)N=CC3C(=O)N)C2 5-[(1R)-2-oxa-5-azabicyclo[2.2.1]heptan-5-yl]pyrazolo[1,5-a]pyrimidine-3-carboxamide